2,5-Dichloro-7-(3-((1-((1r,4r)-4-methoxycyclohexyl)-5-methyl-4-nitro-1H-pyrazol-3-yl)oxy)propyl)-7H-pyrrolo[2,3-d]pyrimidine ClC=1N=CC2=C(N1)N(C=C2Cl)CCCOC2=NN(C(=C2[N+](=O)[O-])C)C2CCC(CC2)OC